(2-ethoxy-3-pyridyl)-3-isopropyl-1-methyl-N-(1H-pyrazol-4-ylmethyl)pyrazolo[3,4-b]pyridin-4-amine C(C)OC1=NC=CC=C1C1=C(C2=C(N=C1)N(N=C2C(C)C)C)NCC=2C=NNC2